FC1=C2C=CNC2=C(C(=C1)F)F 4,6,7-trifluoroindole